C(C)(C)(C)OC(=O)N1[C@H](CN(C[C@H]1C)C1=NC(=NC2=C(C(=C(C=C12)C(F)(F)F)Cl)I)Cl)C (2s,6r)-4-(2,7-dichloro-8-iodo-6-(trifluoromethyl)quinazolin-4-yl)-2,6-dimethylpiperazine-1-carboxylic acid tert-butyl ester